CC=1N(N=C2C(=NN=C(C21)C)N2CC(C2)C(=O)NCCCN(C)C)C2=CC=C(C=C2)C 1-(3,4-dimethyl-2-(p-tolyl)-2H-pyrazolo[3,4-d]pyridazin-7-yl)-N-(3-(dimethylamino)propyl)azetidine-3-carboxamide